CN(C=1C=C(CCN)C=CC1)C 3-(dimethylamino)phenethylamine